C(C1CCC(CC1)N=C=O)C1CCC(CC1)N=C=O 4,4'-Methylen-dicyclohexyldiisocyanat